5-chloro-(4-methylphenyl)-2H-indazole ClC1=CC2=CN(N=C2C=C1)C1=CC=C(C=C1)C